N-(8-(4,4-difluoropiperidin-1-yl)-2-methylimidazo[1,2-a]pyrazin-6-yl)-4-iodo-2-(6-Azaspiro[2.5]octane-6-yl)benzamide FC1(CCN(CC1)C=1C=2N(C=C(N1)NC(C1=C(C=C(C=C1)I)N1CCC3(CC3)CC1)=O)C=C(N2)C)F